O=C1C2=CC=CC=C2SC=2C=CC(=CC12)OCC(=O)O 2-((9-oxo-9H-thioxanthen-2-yl)oxyl)acetic acid